C(C1=CC=CC=C1)OC1=C2C(=CNC2=CC=C1)C1CNCC1 4-(benzyloxy)-3-(pyrrolidin-3-yl)-1H-indole